4-(4-(4-Bromo-2,5-difluorophenyl)piperazin-1-yl)-3-fluoroaniline BrC1=CC(=C(C=C1F)N1CCN(CC1)C1=C(C=C(N)C=C1)F)F